4-(4-(benzenesulfonyl)phenyl)-2,4-dihydro-3H-1,2,4-triazole-3-thione C1(=CC=CC=C1)S(=O)(=O)C1=CC=C(C=C1)N1C(NN=C1)=S